BrC1=NN2C(=C1)[C@]1(CN(CC1)C(=O)OC(C)(C)C)OCC2 tert-butyl (3'S)-2-bromo-6,7-dihydro-1'H-spiro[pyrazolo[5,1-c][1,4]oxazine-4,3'-pyrrolidine]-1'-carboxylate